1-(imidazo[1,2-a]pyridin-3-yl)-3-(6-(4-isopropyl-4H-1,2,4-triazol-3-yl)pyridin-2-yl)urea N=1C=C(N2C1C=CC=C2)NC(=O)NC2=NC(=CC=C2)C2=NN=CN2C(C)C